(E)-2-(4-(6-chloro-7-(2-fluorophenyl)quinazolin-4-yl)piperazine-1-carbonyl)-4-methyl-pent-2-enenitrile ClC=1C=C2C(=NC=NC2=CC1C1=C(C=CC=C1)F)N1CCN(CC1)C(=O)\C(\C#N)=C\C(C)C